4-(6-(4-benzylpiperazin-1-yl)pyridin-3-yl)-6-(2-ethoxyethoxy)pyrazolo[1,5-a]pyridine-3-carbonitrile C(C1=CC=CC=C1)N1CCN(CC1)C1=CC=C(C=N1)C=1C=2N(C=C(C1)OCCOCC)N=CC2C#N